4-fluoro-3-methylbenzonitrile FC1=C(C=C(C#N)C=C1)C